[(4-chloro-2-fluorophenyl)methoxy]-6-{1-[(7-{[(2S)-oxetan-2-yl]methyl}-3-[5-(trifluoromethyl)-4H-1,2,4-triazol-3-yl]-7H-imidazo[4,5-c]pyridazin-6-yl)methyl]piperidin-4-yl}pyridine ClC1=CC(=C(C=C1)COC1=NC(=CC=C1)C1CCN(CC1)CC1=NC2=C(N=NC(=C2)C2=NN=C(N2)C(F)(F)F)N1C[C@H]1OCC1)F